(4,6-dimethoxy[1,3,5]triazin-2-yl)-4-methylmorpholinium COC1=NC(=NC(=N1)OC)[N+]1(CCOCC1)C